(9-oxo-9H-thioxanthen-2-yl)diphenyl-sulfonium O=C1C2=CC=CC=C2SC=2C=CC(=CC12)[S+](C1=CC=CC=C1)C1=CC=CC=C1